(5'S)-3-[(1-methyl-1H-pyrazol-4-yl)methoxy]-5'-(pyrazin-2-yl)tetrahydro-3'H-spiro[cyclobutane-1,2'-pyrrolo[2,1-b][1,3]oxazol]-3'-one CN1N=CC(=C1)COC1CC2(C(N3C(O2)CC[C@H]3C3=NC=CN=C3)=O)C1